C(C)OC(C1=C(N=C(C(=C1N)Cl)Cl)Cl)=O 4-amino-2,5,6-trichloronicotinic acid ethyl ester